4-((1-(3-fluoropropyl)azetidin-3-yl)methyl)phenol FCCCN1CC(C1)CC1=CC=C(C=C1)O